(2S,3R)-3-((2-amino-6-methylpyridin-4-yl)methyl)-N2-(1-methyl-1H-imidazol-2-yl)-N1-((R)-1-(2,5-dimethylphenyl)propyl)-N2-methyl-4-oxoazetidine-1,2-dicarboxamide NC1=NC(=CC(=C1)C[C@@H]1[C@H](N(C1=O)C(=O)N[C@H](CC)C1=C(C=CC(=C1)C)C)C(=O)N(C)C=1N(C=CN1)C)C